ethyl 5-hydroxy-1-(2,3,6-trifluorobenzyl)-1H-pyrazole-3-carboxylate OC1=CC(=NN1CC1=C(C(=CC=C1F)F)F)C(=O)OCC